Methyl-(RS)-2-(4-{[3-chloro-5-(trifluoromethyl)-2-pyridyl]oxy}phenoxy)propionic acid CC(C(=O)O)(C)OC1=CC=C(C=C1)OC1=NC=C(C=C1Cl)C(F)(F)F